(3S)-1-[3-(benzylsulfanyl)-2-ethylphenyl]-3-{[tert-butyl(dimethyl)silyl]oxy}pyrrolidin-2-one C(C1=CC=CC=C1)SC=1C(=C(C=CC1)N1C([C@H](CC1)O[Si](C)(C)C(C)(C)C)=O)CC